(1-(pyridin-3-ylsulfonyl)piperidin-3-yl)methanone N1=CC(=CC=C1)S(=O)(=O)N1CC(CCC1)C=O